C1(CC1)C1=NC=NC(=C1C=1N=C(C2=C(N1)CCN(C2)C#N)S(=O)(=O)C)OC 2-(4-cyclopropyl-6-methoxypyrimidin-5-yl)-4-(methylsulfonyl)-7,8-dihydropyrido-[4,3-d]pyrimidine-6(5H)-carbonitrile